COC=1C=C2C(=NC=NC2=CC1OC)N1CCC(CC1)CCP(OC)(OC)=O dimethyl (2-(1-(6,7-dimethoxyquinazolin-4-yl)piperidin-4-yl)ethyl)phosphonate